COC[C@]1(NC2=C(NC1)C=NC1=C2C=CN1)C (S)-2-(methoxymethyl)-2-methyl-1,2,4,7-tetrahydro-3H-pyrrolo[3',2':5,6]pyrido[3,4-b]pyrazine